C1(=O)C(=O)NC(=O)N1 imidazoline-2,4,5-trione